CC1=CC=C(C=C1)S(=O)(=O)N/N=C(\C)/C2=CC(=CC=C2)Br N-(1-(3-bromophenyl)ethylidene)-4-methylbenzenesulfonohydrazide